(P)-4-((R)-4-propenoyl-3-methylpiperazin-1-yl)-7-(2-amino-3,5-dichloro-6-fluorophenyl)-6-chloro-1-(2-isopropyl-4-methylpyridin-3-yl)-2-oxo-1,2-dihydro-1,8-naphthyridine-3-carbonitrile C(C=C)(=O)N1[C@@H](CN(CC1)C1=C(C(N(C2=NC(=C(C=C12)Cl)C1=C(C(=CC(=C1F)Cl)Cl)N)C=1C(=NC=CC1C)C(C)C)=O)C#N)C